tert-butyl 4-(6-(4-(3-cyclopropylphenoxy)butyl)-1H-benzo[d]imidazole-2-carbonyl)piperazine-1-carboxylate C1(CC1)C=1C=C(OCCCCC=2C=CC3=C(NC(=N3)C(=O)N3CCN(CC3)C(=O)OC(C)(C)C)C2)C=CC1